ethyl 2-(aminomethyl)-4-chloronicotinate NCC1=C(C(=O)OCC)C(=CC=N1)Cl